((4-cyanophenyl)amino)-4-((2-methoxy-3-(1-methyl-1H-1,2,4-triazol-3-yl)phenyl)amino)pyrimidine-5-carboxylic acid methyl ester COC(=O)C=1C(=NC(=NC1)NC1=CC=C(C=C1)C#N)NC1=C(C(=CC=C1)C1=NN(C=N1)C)OC